syringaldehyde dinitrogen [N].[N].C(C1=CC(OC)=C(O)C(OC)=C1)=O